tert-butyl 4-(5-chloro-7-{8-fluoro-2-methylimidazo[1,2-a]pyridin-6-yl}-1,8-naphthyridin-3-yl)piperazine-1-carboxylate ClC1=C2C=C(C=NC2=NC(=C1)C=1C=C(C=2N(C1)C=C(N2)C)F)N2CCN(CC2)C(=O)OC(C)(C)C